The molecule is the (S)-enantiomer of 2-methylbutanoic acid. It is a conjugate acid of a (S)-2-methylbutanoate. It is an enantiomer of a (R)-2-methylbutyric acid. CC[C@H](C)C(=O)O